ClC1=C(C=CC(=C1)F)C1=CC(=NC2=CC(=CC=C12)O[C@@H](C(=O)N1C[C@H](CCC1)CC(=O)O)C)C 2-[(3R)-1-[(2R)-2-[[4-(2-chloro-4-fluoro-phenyl)-2-methyl-7-quinolyl]oxy]propanoyl]-3-piperidyl]acetic acid